C(CCCCCCCCCCCCCCCCC)OC=C octadecyl-vinylether